C(=C)(C)C1=C(C(=CC=C1)C)NS(=O)(=O)C1=C(C=C(C=C1)N1C=NC(=C1)C)C N-(2-isopropenyl-6-methyl-phenyl)-2-methyl-4-(4-methylimidazol-1-yl)benzenesulfonamide